(3S,4R)-4-((5-fluoro-7-((R)-3-(2,2,2-trifluoroethyl)pyrrolidin-1-yl)pyrrolo[2,1-f][1,2,4]triazin-2-yl)amino)tetrahydro-2H-pyran-3-ol FC=1C=C(N2N=C(N=CC21)N[C@H]2[C@@H](COCC2)O)N2C[C@H](CC2)CC(F)(F)F